(3S)-3-methyl-4-(4-(2-(2-(trifluoromethyl)phenyl)azetidin-1-yl)pyrido[2,3-d]pyrimidin-2-yl)morpholine C[C@@H]1N(CCOC1)C=1N=C(C2=C(N1)N=CC=C2)N2C(CC2)C2=C(C=CC=C2)C(F)(F)F